ClC1=C(C(=O)NC2CC2)C=C(C(=C1)C)B1OC(C(O1)(C)C)(C)C 2-chloro-N-cyclopropyl-4-methyl-5-(4,4,5,5-tetramethyl-1,3,2-dioxaborolan-2-yl)benzamide